5-methyl-6-(1-methyl-1H-pyrazol-4-yl)-2-(tetrahydro-2H-pyran-4-yl)pyridin-3-amine CC=1C=C(C(=NC1C=1C=NN(C1)C)C1CCOCC1)N